C(C)(C)(C)OC(=O)N1C(C(CCC1)(F)F)N(C)C (dimethylamino)-3,3-difluoropiperidine-1-carboxylic acid tert-butyl ester